C(C=C)(=O)OC=1C(=C(C(C(=O)[O-])=CC1)C(=O)[O-])CC(C)O acryloyloxy-2-hydroxypropylphthalate